1-(2-oxo-3-(4-(trifluoromethoxy) phenyl)-7-(trifluoromethyl) indolin-3-yl)-1,2,3,6-tetrahydropyridin-4-yl trifluoromethanesulfonate FC(S(=O)(=O)OC=1CCN(CC1)C1(C(NC2=C(C=CC=C12)C(F)(F)F)=O)C1=CC=C(C=C1)OC(F)(F)F)(F)F